CN1N=C2C(C(NC=C2)=O)=C1 2-methyl-5H-pyrazolo[4,3-c]pyridin-4-one